(3R,6S,9aS)-1-((E)-3-(benzo[d]thiazol-2-yl)acryloyl)-8-((R)-1-(4-hydroxybutyl)pyrrolidin-3-yl)-3-isobutyl-6-neopentyltetrahydropyrazino[2,1-c][1,2,4]oxadiazine-4,7(3H,6H)-dione S1C(=NC2=C1C=CC=C2)/C=C/C(=O)N2O[C@@H](C(N1[C@@H]2CN(C([C@@H]1CC(C)(C)C)=O)[C@H]1CN(CC1)CCCCO)=O)CC(C)C